ClC1=CC(=CC(=N1)C(=O)NC1CCC(CC1)OCCOC)C 6-chloro-N-((1r,4r)-4-(2-methoxyethoxy)cyclohexyl)-4-methylpyridineformamide